1,2-bis((2S,5S)-2,5-diethylphospholan-1-yl)benzene tert-butyl-5-(4,4,5,5-tetramethyl-1,3,2-dioxaborolan-2-yl)-3,6-dihydropyridine-1(2H)-carboxylate C(C)(C)(C)OC(=O)N1CCC=C(C1)B1OC(C(O1)(C)C)(C)C.C(C)[C@@H]1P([C@H](CC1)CC)C1=C(C=CC=C1)P1[C@H](CC[C@@H]1CC)CC